1-[(tetrahydro-2H-pyran-4-yl)methyl]-1H-indol O1CCC(CC1)CN1C=CC2=CC=CC=C12